CO[C@@H]1CN(CCC1=O)C(=O)OC(C)(C)C |r| rac-tert-butyl 3-methoxy-4-oxopiperidine-1-carboxylate